ClC=1C(=CC(=C(C1)NC1=NC(=NC=C1)NC=1C(=CC(=C(C1)NC(C=C)=O)N1C[C@@H](CC1)N(C)C)OC)[C@@](C)(CC)O)F N-(5-(4-(5-chloro-4-fluoro-2-((R)-2-hydroxybutan-2-yl)phenylamino)pyrimidin-2-ylamino)-2-((R)-3-(dimethylamino)pyrrolidin-1-yl)-4-methoxyphenyl)acrylamide